NC1=C(C=NN1[C@H](C(F)(F)F)C1(CC1)F)C(=O)N1C[C@@]2(CCC1)C1=C(NC(O2)=O)C=CC(=C1F)Cl |o1:6| (R)-1'-(5-Amino-1-((S or R)-2,2,2-trifluoro-1-(1-fluorocyclopropyl)ethyl)-1H-pyrazole-4-carbonyl)-6-chloro-5-fluorospiro[benzo[d][1,3]oxazine-4,3'-piperidin]-2(1H)-one